Tert-butyl 4-{[1-(2,6-dioxopiperidin-3-yl)-3-methyl-2-oxo-1,3-benzodiazol-5-yl](methyl)amino}piperidine-1-carboxylate O=C1NC(CCC1N1C(N(C2=C1C=CC(=C2)N(C2CCN(CC2)C(=O)OC(C)(C)C)C)C)=O)=O